C(C1=CC=CC=C1)OC(=O)N[C@@H](CC1=C(C=CC(=C1)C)S(=O)(=O)OCCCCCCCO)C 1,7-heptanediol (R)-2-(((Benzyloxy)carbonyl)amino)propyl-4-methylbenzenesulfonate